O=C1NC(CCC1N1C(C2=CC=C(C=C2C1=O)NCCCCCC(=O)O)=O)=O 6-{[2-(2,6-dioxopiperidin-3-yl)-1,3-dioxoisoindol-5-yl]Amino}hexanoic acid